tert-butyl (R)-(5-((1,1-dioxido-2,3-dihydrothiophen-3-yl)carbamoyl)-6-methoxy-2-phenylpyridin-3-yl)carbamate O=S1(C[C@@H](C=C1)NC(=O)C=1C=C(C(=NC1OC)C1=CC=CC=C1)NC(OC(C)(C)C)=O)=O